(S)-N-(3-(ethylamino)-3-oxo-1-phenylpropyl)-2,2-dimethylbutyramide C(C)NC(C[C@@H](C1=CC=CC=C1)NC(C(CC)(C)C)=O)=O